sodium tertiary-butoxide CC(C)(C)[O-].[Na+]